C(CC)S(=O)(=O)O.CN(C)CCCCCCCCCCCC N,N-dimethyldodecylamine propanesulfonate